C(=CC=CCCCC)O (9z,12z)-octadien-1-ol